C(=C)C1=C(C(C2=CC=CC=C12)C=C)C=C trivinylindene